CN1CC(CCC1)OC1OC2=C(C(NC1)=O)C=CC=C2 (1-methyl-3-piperidyl)oxyl-2,3-dihydro-1,4-benzoxazepin-5-one